O1C(=COC=C1)C(=O)N [1,4]dioxin-2-carboxamide